C(CCC(=O)O)(=O)O.CN(C1C(N(C(C1)=O)[C@H](C(=O)NCC1=C(C=CC=C1)F)C)=O)C (2S)-2-(3-(dimethylamino)-2,5-dioxopyrrolidin-1-yl)-N-(2-fluorobenzyl)propionamide succinate